3-dimethylamino-1,2,3-dithiazole-5-thione CN(N1SSC(C1)=S)C